C(CCOC=1C(=CC2=C(N=CC3N(C2=O)CC(C3)=C)C1)OC)OC=1C(=CC3=C(N=C[C@H]2N(C3=O)CC(C2)=C)C1)OC (11a'S,11a'S)-8,8'-(propane-1,3-diylbis(oxy))bis(7-methoxy-2-methylene-2,3-dihydro-1H-benzo[e]pyrrolo[1,2-a][1,4]diazepin-5(11aH)-one)